C(C)(=O)OCCCCCCCCCCCCCC.C(C)(=O)ON.[Na] sodium myristyl amino diacetate